4-oxo-1,4-dihydropyridine-2,5-dicarboxylate O=C1C=C(NC=C1C(=O)[O-])C(=O)[O-]